ETHYL-4-DIMETHYLAMINOBENZOATE C(C)OC(C1=CC=C(C=C1)N(C)C)=O